ClC=1C(=CC=2C3=C(C=NC2C1CC(=O)O)CN([C@H]3C)C(COC)=O)OC (S)-2-(7-chloro-8-methoxy-2-(2-methoxyacetyl)-1-methyl-2,3-dihydro-1H-pyrrolo[3,4-c]quinolin-6-yl)acetic acid